NC1=CC=CC(=N1)S(=O)(=O)NC1=NC(=C(C=C1)Br)C1=C(C=CC=C1C)C 6-amino-N-(5-bromo-6-(2,6-dimethylphenyl)pyridin-2-yl)pyridine-2-sulfonamide